ClC=1C=C(C(=O)OC)C=CC1F methyl 3-chloro-4-fluorobenzoate